OCC(=CC[PH2]=O)CO bis(hydroxymethyl)allylphosphine oxide